(racemic)-Methyl 6-amino-2-deuterospiro[3.3]heptane-2-carboxylate NC1CC2(CC(C2)(C(=O)OC)[2H])C1